tert-butyl ((1S,3R)-3-(2-(ethyl(methyl)amino)-6-(1-((2-(trimethylsilyl)ethoxy)methyl)-1H-1,2,4-triazol-3-yl)-1H-imidazo[4,5-c]pyridin-1-yl)cyclohexyl)carbamate C(C)N(C=1N(C2=C(C=NC(=C2)C2=NN(C=N2)COCC[Si](C)(C)C)N1)[C@H]1C[C@H](CCC1)NC(OC(C)(C)C)=O)C